7-methoxy-1-(piperidin-4-yl)-1H-benzo[d]imidazol-2(3H)-one COC1=CC=CC2=C1N(C(N2)=O)C2CCNCC2